CN1N=CC(=C1NC(=S)NC(=O)C1=CC=CC=C1)C(=O)OCC ethyl 1-methyl-5-{[(phenylformamido)methanethioyl]amino}-1H-pyrazole-4-carboxylate